N=1C=C(N2N=CC=CC21)C#CC=2C=C(C(=O)NC1=CC(=CC(=C1)C(F)(F)F)N1C=NC(=C1)C)C=CC2C 3-(imidazo[1,2-b]pyridazin-3-ylethynyl)-4-methyl-N-(3-(4-methyl-1H-imidazol-1-yl)-5-(trifluoromethyl)phenyl)benzamide